rac-benzyl (1R,2S,6R)-2-(4-bromophenyl)-4,4-difluoro-6-((2-fluoro-4-(trifluoromethyl)phenyl)carbamoyl)cyclohexane-1-carboxylate BrC1=CC=C(C=C1)[C@@H]1[C@H]([C@@H](CC(C1)(F)F)C(NC1=C(C=C(C=C1)C(F)(F)F)F)=O)C(=O)OCC1=CC=CC=C1 |r|